6-amino-2-methylpyridazin NC1=CC=CN(N1)C